FC=1C=C(C=C(C1)F)C1=CC=C(C=C1)CCC(=O)O 3-(3',5'-difluoro-[1,1'-biphenyl]-4-yl)propionic acid